(8-(methylamino)-5-(3-phenylisothiazol-5-yl)-2,7-naphthyridin-3-yl)cyclopropanecarboxamide CNC=1N=CC(=C2C=C(N=CC12)C1(CC1)C(=O)N)C1=CC(=NS1)C1=CC=CC=C1